CN(CCNC(OC1=CC=C(C=C1)C1=C(C=C2C(=N1)N(N=C2NC(=O)C=2C=NSC2)CCCCCCC)Cl)=O)C 4-(5-chloro-1-heptyl-3-(isothiazole-4-carboxamido)-1H-pyrazolo[3,4-b]pyridin-6-yl)phenyl (2-(dimethylamino)ethyl)carbamate